4-[4-Chloro-3-(difluoromethoxy)phenyl]-1-[2-(1-ethylpyrazol-4-yl)ethyl]pyrazole ClC1=C(C=C(C=C1)C=1C=NN(C1)CCC=1C=NN(C1)CC)OC(F)F